N-(4-aminobutyl)-4-(((3R,4R)-1-(2-cyanoacetyl)-4-methylpiperidin-3-yl)(methyl)amino)-7H-pyrrolo[2,3-d]pyrimidine-7-carbothioamide hydrochloride Cl.NCCCCNC(=S)N1C=CC2=C1N=CN=C2N(C)[C@H]2CN(CC[C@H]2C)C(CC#N)=O